2,6-dibutyl-4-hydroxybenzoic acid methyl ester COC(C1=C(C=C(C=C1CCCC)O)CCCC)=O